FC1=CC=C(CNC(/C=C/C2=CC(=C(C=C2)OC(C(C)C)=O)OC)=O)C=C1 (E)-4-(3-((4-fluorobenzyl)amino)-3-oxoprop-1-en-1-yl)-2-methoxyphenylisobutyrate